cobalt-copper-iron [Fe].[Cu].[Co]